5-(cyclohexylmethoxy)-4-methyl-6-(4-nitroisoindoline-2-carbonyl)-1,3-phenylene bis(4-methylbenzenesulfonate) CC1=CC=C(C=C1)S(=O)(=O)OC1=CC(=C(C(=C1C(=O)N1CC2=CC=CC(=C2C1)[N+](=O)[O-])OCC1CCCCC1)C)OS(=O)(=O)C1=CC=C(C=C1)C